9-isopropyl-2-[4-(methylamino)-1-piperidinyl]-N-[(2-pyrazol-1-ylphenyl)methyl]purin-6-amine C(C)(C)N1C2=NC(=NC(=C2N=C1)NCC1=C(C=CC=C1)N1N=CC=C1)N1CCC(CC1)NC